C(C1=CC=CC=C1)OP(OCC1=CC=CC=C1)(=O)C1=CC=C(C=C1)CC1=CC2=C(C(NN=C2)=O)C(=N1)OC Dibenzyl-(4-((5-methoxy-4-oxo-3,4-dihydropyrido[3,4-d]pyridazin-7-yl)methyl)phenyl)phosphonic acid